C(=O)([O-])CN([C@@H](CCC(=O)O)C(=O)O)CC(=O)[O-] N,N-bis(carboxylatomethyl)-L-glutamic acid